(1R,2S,5R)-3-Menthyl-(2-hydroxyethoxy)acetate [C@@H]1(CC(C(CC1)C(C)C)[C@@H](C(=O)[O-])OCCO)C